F[P-](F)(F)(F)(F)F.[NH+]1=CC=CC=C1 pyridinium hexafluorophosphate